3-(3-fluorophenethyl)-8,9,9a,10-tetrahydropyrimido[6',1':2,3]imidazo[1,5-c][1,3]oxazin-1(6H)-one FC=1C=C(CCC2=NC(N3C(N4COCCC4C3)=C2)=O)C=CC1